CC1=C(C2=C(N=CN=C2NC2(CC2)C)O1)C(=O)NC=1C=NN(C1)C=1C=NC=CC1 6-methyl-4-[(1-methylcyclopropyl)amino]-N-[1-(pyridin-3-yl)-1H-pyrazol-4-yl]furo[2,3-d]pyrimidine-5-carboxamide